2-Hydroxymethyl-6-methylpyrrolo[1,2-a]thieno[3,2-e]pyrazin OCC1=CC=2N=CC=3N(C2S1)C=CC3C